The molecule is the monohydrate form of ipratropium bromide. An anticholinergic drug, ipratropium bromide blocks the muscarinic cholinergic receptors in the smooth muscles of the bronchi in the lungs. This opens the bronchi, so providing relief in chronic obstructive pulmonary disease and acute asthma. It has a role as a muscarinic antagonist and a bronchodilator agent. It contains an ipratropium bromide. CC(C)[N+]1([C@@H]2CC[C@H]1CC(C2)OC(=O)C(CO)C3=CC=CC=C3)C.O.[Br-]